CN1N=CC2=C1CN([C@@H]2C(=O)OC)C(=O)OC(C)(C)C 5-(tert-butyl) 4-methyl (S)-1-methyl-4,6-dihydro-pyrrolo[3,4-c]pyrazole-4,5(1H)-dicarboxylate